methyl (3R)-5-bromo-1,2,3,4-tetrahydroisoquinoline-3-carboxylate hydrochloride Cl.BrC1=C2C[C@@H](NCC2=CC=C1)C(=O)OC